sodium magnesium pyrophosphate [O-]P([O-])(=O)OP(=O)([O-])O.[Mg+2].[Na+]